ClC1=C(OC2=CC=CC3=C2NC(=NS3(=O)=O)NCC3=CC=C(C=C3)C(F)(F)F)C=CC=C1 5-(2-chlorophenoxy)-3-((4-(trifluoromethyl)benzyl)amino)-4H-benzo[e][1,2,4]thiadiazine 1,1-dioxide